(2R,3R,4R,5R)-4-[(2S,3R,4S,5R,6R)-4,5-dihydroxy-6-(hydroxymethyl)-3-[(2S,3S,4R,5S,6S)-3,4,5-trihydroxy-6-methyloxan-2-yl]oxyoxan-2-yl]oxy-2,3,5,6-tetrahydroxyhexanal O[C@@H]1[C@H]([C@@H](O[C@@H]([C@@H]1O)CO)O[C@@H]([C@@H]([C@H](C=O)O)O)[C@@H](CO)O)O[C@@H]1O[C@H]([C@H]([C@H]([C@@H]1O)O)O)C